CN(CCCOC1=CC=C(C=N1)C1=CC=2C3=C(C=NC2C=C1)N(C(N3C=3C=C(C#N)C=CC3C)=N)C)C 3-(8-(6-(3-(Dimethylamino)propoxy)pyridin-3-yl)-2-imino-3-methyl-2,3-dihydro-1H-imidazo[4,5-c]quinolin-1-yl)-4-methylbenzonitrile